BrC1=C(C(=C2CCCC2=C1)N1CC(CC1)(C(=O)OC)NC(=O)OC(C)(C)C)C=O methyl 1-(6-bromo-5-formyl-2,3-dihydro-1H-inden-4-yl)-3-((tert-butoxycarbonyl)amino)pyrrolidine-3-carboxylate